Cl.N[C@@H](C(=O)NC)C (R)-2-amino-N-methylpropanamide hydrochloride